4-(N,N-dimethyl)amino-o-chlorobromobenzene CN(C)C1=CC(=C(C=C1)Br)Cl